FC=1C(=NC=CC1[N+](=O)[O-])OCC1(CC1)S(=O)(=O)C1(CC1)C 3-fluoro-2-((1-((1-methylcyclopropyl)sulfonyl)cyclopropyl)methoxy)-4-nitropyridine